4-bromo-5-ethyl-3-methyl-1H-pyrazole BrC=1C(=NNC1CC)C